2-(4-(tert-butyl)phenyl)-7,8-dihydro-1,6-naphthyridin-5(6H)-one C(C)(C)(C)C1=CC=C(C=C1)C1=NC=2CCNC(C2C=C1)=O